4-methyl-N'-(tetrahydro-4H-thiopyran-4-ylidene)benzenesulfonohydrazide CC1=CC=C(C=C1)S(=O)(=O)NN=C1CCSCC1